Methyl 2-((4-((S)-2-(5-chloropyridin-2-yl)-2-methylbenzo[d][1,3]dioxol-4-yl)piperidin-1-yl)methyl)-4-(methoxy-d3)-1-(((S)-oxetan-2-yl)methyl)-1H-benzo[d]imidazole-6-carboxylate ClC=1C=CC(=NC1)[C@@]1(OC2=C(O1)C=CC=C2C2CCN(CC2)CC2=NC1=C(N2C[C@H]2OCC2)C=C(C=C1OC([2H])([2H])[2H])C(=O)OC)C